methyl 5-((2-chlorobenzyl)oxy)-2-methylbenzofuran-3-carboxylate ClC1=C(COC=2C=CC3=C(C(=C(O3)C)C(=O)OC)C2)C=CC=C1